N,N',N''-(benzene-1,3,5-triyltris(methylene))tris(3-(2-(2-chloroacetamido)ethoxy)propanamide) C1(=CC(=CC(=C1)CNC(CCOCCNC(CCl)=O)=O)CNC(CCOCCNC(CCl)=O)=O)CNC(CCOCCNC(CCl)=O)=O